ClC1=C(C=CC=C1C(F)(F)F)CN(CCCOC=1C=C(C=CC1)CC(=O)O)CC(C1=CC=CC=C1)C1=CC=CC=C1 3-[3-[[[2-Chloro-3-(trifluoromethyl)phenyl]methyl](2,2-diphenylethyl)amino]propoxy]benzeneacetic acid